1,6,7,8-tetrahydropyrimido[4,5-f]indolizine-2,4,10(3H)-trione N1C(NC(C2=C1C(N1CCCC1=C2)=O)=O)=O